CN(C1=CC=C(C=C1)C1=CC=C(C=C1)CN(C(=O)C1CCCCC1)C=1C=C(CNC(OC)=O)C=CC1)C Methyl 3-(N-((4'-(dimethylamino)-[1,1'-biphenyl]-4-yl)methyl)-cyclohexanecarboxamido)benzylcarbamate